4-vinyl-benzyl-N-methyl-D-glucamine C(=C)C1=CC=C(CN(C[C@H](O)[C@@H](O)[C@H](O)[C@H](O)CO)C)C=C1